C(C)(C)N1C(C(=CC=C1C)C(=O)O)=O 1-isopropyl-6-methyl-2-oxo-1,2-dihydropyridine-3-carboxylic acid